COC(C1=C(C=C(C=C1)CNC(C(F)(F)C1=CC=C(C=C1)Cl)=O)[N+](=O)[O-])=O 4-((2-(4-chlorophenyl)-2,2-difluoroacetylamino)methyl)-2-nitrobenzoic acid methyl ester